3-((4-carbamoyl-2,6-difluorophenoxy)methyl)-4-chlorothieno[2,3-c]pyridine-2-carboxylic acid ethyl ester C(C)OC(=O)C1=C(C=2C(=CN=CC2Cl)S1)COC1=C(C=C(C=C1F)C(N)=O)F